6-(naphthalen-2-ylthio)hexylacrylic acid C1=C(C=CC2=CC=CC=C12)SCCCCCCC(C(=O)O)=C